COC(=O)C=1N=C(OC1C1=CNC2=CC=CC=C12)[C@H](CC1=CC=CC=C1)NC(=S)NC(C1=CC=CC=C1)C1=CC=CC=C1 (S)-2-(1-(3-benzhydrylthioureido)-2-phenylethyl)-5-(1H-indol-3-yl)oxazole-4-carboxylic acid methyl ester